N-(2-(2-tert-butyl-5-methylphenoxy)-5-(trifluoromethyl)phenyl)-1-methyl-3-trifluoromethyl-1H-pyrazole-4-carboxamide C(C)(C)(C)C1=C(OC2=C(C=C(C=C2)C(F)(F)F)NC(=O)C=2C(=NN(C2)C)C(F)(F)F)C=C(C=C1)C